FC1=C(C=C2CN(C(C2=C1)=O)C1C(NC(CC1)=O)=O)B1OC(C(O1)(C)C)(C)C 3-(6-fluoro-1-oxo-5-(4,4,5,5-tetramethyl-1,3,2-dioxaborolan-2-yl)isoindolin-2-yl)piperidine-2,6-dione